ClC=1C=NC(=C(C(=O)NC2CCC(CC2)CN2C(C(C3=CC=CC=C23)(C=2SC=CC2)O)=O)C1)C(F)F 5-chloro-2-(difluoromethyl)-N-((1r,4r)-4-((3-hydroxy-2-oxo-3-(thiophen-2-yl)indolin-1-yl)methyl)cyclohexyl)nicotinamide